1-((5-Acetylpyrazin-2-yl)methyl)-3,7-dimethyl-1H-purine-2,6(3H,7H)-dione C(C)(=O)C=1N=CC(=NC1)CN1C(N(C=2N=CN(C2C1=O)C)C)=O